C(=C)C[Si](C)(C)CCCCCCCCCCCCCCCCCC vinyl-octadecyl-trimethylsilane